C(CO)(=O)OCCCCCCCCCCCCCCCC hexadecanol glycolate